acrylamide-acrylate salt C(C=C)(=O)O.C(C=C)(=O)N